tert-Butyl N-[2-(2-{[(1S)-1-{[(1S)-1-{[4-(azidomethyl)phenyl]carbamoyl}-4-(carbamoylamino)butyl]carbamoyl}-2-methylpropyl]carbamoyl}ethoxy)ethyl]carbamate N(=[N+]=[N-])CC1=CC=C(C=C1)NC(=O)[C@H](CCCNC(N)=O)NC(=O)[C@H](C(C)C)NC(=O)CCOCCNC(OC(C)(C)C)=O